(S)-3-(6-(3-Benzylmorpholino)-1-methyl-1H-pyrazolo[3,4-d]pyrimidin-3-yl)-2,6-difluoro-5-(trifluoromethyl)phenol C(C1=CC=CC=C1)[C@H]1COCCN1C1=NC=C2C(=N1)N(N=C2C=2C(=C(C(=C(C2)C(F)(F)F)F)O)F)C